C(C)(C)NC1=NC(=NC(=N1)NC=1C=NC=C(C1)C(F)(F)F)C1=CC=CC=C1 N2-isopropyl-6-phenyl-N4-(5-(trifluoromethyl)pyridin-3-yl)-1,3,5-triazine-2,4-diamine